BrC1=CC=C2C(=NC(=NC2=C1F)Cl)N1CCC2(CCCN2C(=O)O)CC1.NC(=O)NS(=O)(=O)F N-aminocarbonyl-fluorosulfonamide 8-(7-bromo-2-chloro-8-fluoroquinazolin-4-yl)-1,8-diAzaspiro[4.5]decane-1-carboxylate